C1(=CC=CC=C1)CCCC1=NN=C(O1)N1[C@@H](CCC1)C#N (S)-1-(5-(3-phenylpropyl)-1,3,4-oxadiazol-2-yl)pyrrolidine-2-carbonitrile